ClC=1C=C2C(=NC(=NC2=C(C1C=1C(=CC=C2C=NNC12)F)F)N1CC(C1)N(C)C)N1CC2(CN(C2)C(C=C)=O)CC1 1-(6-(6-chloro-2-(3-(dimethylamino)azetidin-1-yl)-8-fluoro-7-(6-fluoro-1H-indazol-7-yl)quinazolin-4-yl)-2,6-diazaspiro[3.4]octan-2-yl)prop-2-en-1-one